2-(4-(((2-(1,5-Dimethyl-6-oxo-1,6-dihydropyridin-3-yl)-3-isopropyl-1H-indol-5-yl)oxy)methyl)piperidin-1-yl)-N-methylacetamid CN1C=C(C=C(C1=O)C)C=1NC2=CC=C(C=C2C1C(C)C)OCC1CCN(CC1)CC(=O)NC